CC=1C=C(C=NC1)N 5-methyl-pyridin-3-amine